COC=1C2=CNN=C2C(=CC1B1OC(C(O1)(C)C)(C)C)C(=O)OC methyl 4-methoxy-5-(tetramethyl-1,3,2-dioxaborolan-2-yl)-2H-indazole-7-carboxylate